N-({4-chloro-1H,3H-furo[3,4-c]quinolin-7-yl}methyl)-6-cyclopropyl-N-{5H,6H,7H-pyrazolo[3,2-b][1,3]oxazin-3-yl}pyridine-3-carboxamide ClC1=NC=2C=C(C=CC2C2=C1COC2)CN(C(=O)C=2C=NC(=CC2)C2CC2)C=2C=NN1C2OCCC1